[Na+].CC=1C=C(C=CC1)C(CC(=O)[O-])NC(C1=CC=C(C=C1)N=S(=O)=O)=O 3-(3-Methylphenyl)-3-(4-sulfonylaminobenzoylamino)propionic acid sodium salt